ClC1=CC(=C(C(=N1)OC(F)F)CO)C (6-chloro-2-(difluoromethoxy)-4-methylpyridin-3-yl)methanol